FC1=C(C#N)C=C(C(=C1)CC=1C=2N(C=C(N1)C1=NC=C(C(=N1)O)F)C(=CN2)OC)C 2-fluoro-4-{[6-(5-fluoro-4-hydroxypyrimidin-2-yl)-3-methoxyimidazo[1,2-a]pyrazin-8-yl]methyl}-5-methylbenzonitrile